2-methylsulfanyl-7-[3-[2-(1-piperidyl)ethoxy]pyrrolidin-1-yl]thiazolo[4,5-d]pyrimidine CSC=1SC2=C(N=CN=C2N2CC(CC2)OCCN2CCCCC2)N1